2-[6-[(3aS,7aR)-6-methyl-3,3a,4,5,7,7a-hexahydro-2H-pyrrolo[2,3-c]pyridin-1-yl]-4-methyl-pyridazin-3-yl]-5-(trifluoromethyl)phenol CN1C[C@H]2[C@@H](CC1)CCN2C2=CC(=C(N=N2)C2=C(C=C(C=C2)C(F)(F)F)O)C